NC=1CC(=CC2=C(N1)C=C(S2)C(=O)NCC)C(=O)N(CCC)CCC 5-amino-N2-ethyl-N7,N7-dipropyl-6H-thieno[3,2-b]azepin-2,7-dicarboxamide